C[C@H]1CN(CC[C@@H]1NC(=O)C1=CC(=CC=2N(C=NC21)CC(F)(F)F)C#CCNC=2C(OC)=CC(=C(C2)S(=O)(=O)C)F)C2COCC2 N-[(3S,4S)-3-methyl-1-(tetrahydro-3-furyl)-4-piperidyl]-6-[3-(5-fluoro-4-mesyl-2-anisidino)-1-propynyl]-1-(2,2,2-trifluoroethyl)-1H-1,3-benzimidazole-4-carboxamide